N-(6-bromobenzo[d]thiazol-2-yl)-2-chloropropanamide BrC1=CC2=C(N=C(S2)NC(C(C)Cl)=O)C=C1